NCC=1C=CC2=C(SC(=C2)C[C@H](C(=O)OC(C)(C)C)[C@@H]2CN(CC2)C(=O)OC(C)(C)C)C1 tert-butyl (R)-3-((S)-3-(6-(aminomethyl)benzo[b]thiophene-2-yl)-1-(tert-butoxy)-1-oxopropane-2-yl)pyrrolidine-1-carboxylate